ClC=1C=C(C=C(C1)Cl)[C@]1(CC(=NO1)C1=CC(=C(C(=O)O)C=C1)C)C(F)(F)F |r| (5RS)-4-[5-(3,5-dichlorophenyl)-5-(trifluoromethyl)-4H-isoxazol-3-yl]-2-methylbenzoic acid